1-(4-bromo-2-chlorophenylmethyl)pyrrolidine BrC1=CC(=C(C=C1)CN1CCCC1)Cl